1-[1-(triethoxysilyl)ethyl]-2-pyrrolidone C(C)O[Si](C(C)N1C(CCC1)=O)(OCC)OCC